4-amino-2-methylene-4-oxobutanoic acid NC(CC(C(=O)O)=C)=O